CN1N=C(C=C1)C1=CC=2N=C(N=C(C2O1)N1CCOCC1)N1N=C(C=C1)C1=CC=CC=C1 6-(1-methylpyrazol-3-yl)-4-morpholino-2-(3-phenylpyrazol-1-yl)furo[3,2-d]pyrimidine